CC1=CN(C2=C(C=CC=C2C1=O)C)S(=O)(=O)C1=C(C=CC(=C1)C=1C=NN(C1)C)C 3,8-Dimethyl-1-[2-methyl-5-(1-methylpyrazol-4-yl)phenyl]sulfonyl-quinolin-4-one